6-Chloro-N-(1-ethylpiperidin-4-yl)-2-{4-[4-(3-methoxypropyl)-2-methylpiperazin-1-yl]phenyl}-3H-imidazo[4,5-b]pyridin-7-amine ClC=1C(=C2C(=NC1)NC(=N2)C2=CC=C(C=C2)N2C(CN(CC2)CCCOC)C)NC2CCN(CC2)CC